(2r,3r)-3-cyclopropyl-1-methylazetidine-2-carboxylic acid C1(CC1)[C@H]1[C@@H](N(C1)C)C(=O)O